C(C)OC(=O)[C@@H]1N([C@@H]1C1COC1)C(C1=CC=CC=C1)C1=CC=CC=C1 (2R,3R)-1-Diphenylmethyl-3-(oxetan-3-yl)aziridine-2-carboxylic acid ethyl ester